(2R)-1-({6-[2,4-bis(trifluoromethyl)phenyl]-4-hydroxypyridazin-3-yl}amino)propan-2-yl acetate C(C)(=O)O[C@@H](CNC=1N=NC(=CC1O)C1=C(C=C(C=C1)C(F)(F)F)C(F)(F)F)C